5-Fluoro-6-nitro-2-oxoindole-4-carboxylic acid FC1=C(C2=CC(N=C2C=C1[N+](=O)[O-])=O)C(=O)O